1-(5-(3-(9H-purin-6-yl)pyridin-2-ylamino)-2-fluorophenyl)-3-(4-(trifluoromethyl)phenyl)urea N1=CN=C2NC=NC2=C1C=1C(=NC=CC1)NC=1C=CC(=C(C1)NC(=O)NC1=CC=C(C=C1)C(F)(F)F)F